OC1=C(OC2=CC(=CC=C2C1=O)O)C1=CC=C(C=C1)O 3,7,4'-trihydroxy-flavone